5-(1,1-dioxothiomorpholinyl)pyrazolo[1,5-a]pyrimidine O=S1(CCN(CC1)C1=NC=2N(C=C1)N=CC2)=O